4-acetyl-N-(3-chlorophenyl)-1H-pyrrole-2-carboxamide C(C)(=O)C=1C=C(NC1)C(=O)NC1=CC(=CC=C1)Cl